C[C@H](CCC(=O)SCCNC(=O)CCNC(=O)[C@@H](C(C)(C)COP(=O)(O)OP(=O)(O)OC[C@@H]1[C@H]([C@H]([C@@H](O1)N2C=NC3=C(N=CN=C32)N)O)OP(=O)(O)O)O)[C@H]4CC[C@@H]5[C@@]4([C@H](C[C@H]6[C@H]5[C@@H](C[C@@H]7[C@@]6(CC[C@H](C7)O)C)O)O)C The molecule is a steroidal acyl-CoA that results from the formal condensation of the thiol group of coenzyme A with the carboxy group of allocholic acid. It derives from an allocholic acid. It is a conjugate acid of an allocholoyl-CoA(4-).